dimethylcetyl-methoxysilane tert-butyl-(3-cyclopropyl-5-(1H-pyrazol-5-yl)pyrazolo[1,5-a]pyrimidin-7-yl)(4-(pyridin-2-yl)benzyl)carbamate C(C)(C)(C)OC(N(CC1=CC=C(C=C1)C1=NC=CC=C1)C1=CC(=NC=2N1N=CC2C2CC2)C2=CC=NN2)=O.C[Si](OC)(CCCCCCCCCCCCCCCC)C